2-(4-formylpiperidin-1-yl)-5-oxoisoindolin C(=O)C1CCN(CC1)N1CC=2C=CC(CC2C1)=O